N-[(1S)-1-(dicyclopropylmethyl)-2-[[6-fluoro-5-(5-fluoro-2-methyl-1-oxido-pyridin-1-ium-3-yl)-2-pyridyl]amino]-2-oxo-ethyl]-2-isopropyl-pyrazole-3-carboxamide C1(CC1)C([C@@H](C(=O)NC1=NC(=C(C=C1)C=1C(=[N+](C=C(C1)F)[O-])C)F)NC(=O)C=1N(N=CC1)C(C)C)C1CC1